1-(2-Hydroxyphenyl)-4-(methylamino)-2-oxo-7-(trifluoromethyl)-1,2-dihydro-1,8-naphthyridine OC1=C(C=CC=C1)N1C(C=C(C2=CC=C(N=C12)C(F)(F)F)NC)=O